CC(C)(C)[S@@](=O)N[C@@H]1CCCC12CCN(CC2)C(=O)OC(C)(C)C Tert-butyl (R)-1-((R)-1,1-dimethylethylsulfinamido)-8-azaspiro[4.5]decane-8-carboxylate